(3-(2-amino-[1,2,4]triazolo[1,5-a]pyridin-7-yl)-2,6-difluorophenoxy)-3,3-difluoro-2-(4-fluorophenyl)pentan-5,5-d2-2-ol NC1=NN2C(C=C(C=C2)C=2C(=C(OCC(C(CC([2H])[2H])(F)F)(O)C3=CC=C(C=C3)F)C(=CC2)F)F)=N1